6-((3-fluorocyclobutyl)carbamoyl)-2-iminooctanoic acid FC1CC(C1)NC(=O)C(CCCC(C(=O)O)=N)CC